β-propiolactam C1(CCN1)=O